Azo-s-triazine N(=NC1=NC=NC=N1)C1=NC=NC=N1